N[C@@H]1C2=CC=CC=C2CC12CCN(CC2)C=2C(=NC(=CN2)SCC2CC2)CO (S)-(3-(1-amino-1,3-dihydrospiro[indene-2,4'-piperidin]-1'-yl)-6-((cyclopropylmethyl)thio)pyrazin-2-yl)methanol